C(C)(=O)C1=CC=C(C=C1)S(=O)(=O)N1C=CC2=CC(=C(C=C12)OC)N[C@@]1(NC=2N(C(CN(C2C(N1)=O)C)CC)C1CCCC1)N (R)-2-{{1-[(4-acetylphenyl)sulfonyl]-6-methoxyindol-5-yl}amino}-8-cyclopentyl-7-ethyl-5-methyl-7,8-dihydropterin